1-(3-chlorophenethyl)-2,2-dimethyl-4-((4-(methylsulfonyl)phenoxy)methyl)pyrrolidine ClC=1C=C(CCN2C(CC(C2)COC2=CC=C(C=C2)S(=O)(=O)C)(C)C)C=CC1